C(C1=CC=CC=C1)OC=1C=C2CCC(C2=C(C1)F)=O 5-(Benzyloxy)-7-fluoro-2,3-dihydroinden-1-one